CN(C=1C=C(C=CC1)N1C(SCC1=O)=N)C 3-(3-(dimethylamino)phenyl)-2-iminothiazolidin-4-one